Cl.Cl.FC(C)(F)C=1C=C2C(=NC1)C(CN2C(CN2[C@H](CN[C@@H](C2)C)CN2CCC=1C2=NC=CC1)=O)(C)C 1-[6-(1,1-Difluoroethyl)-3,3-dimethyl-1H,2H,3H-pyrrolo[3,2-b]pyridin-1-yl]-2-[(2R,5R)-5-methyl-2-{1H,2H,3H-pyrrolo[2,3-b]pyridin-1-ylmethyl}piperazin-1-yl]ethan-1-one dihydrochloride